5-amino-2,2',3',5',6'-pentafluoro-4'-(trifluoromethyl)-[1,1'-biphenyl]-4-ol NC=1C(=CC(=C(C1)C1=C(C(=C(C(=C1F)F)C(F)(F)F)F)F)F)O